N-(22-(benzyloxy)-2,2-dimethyldocosyl)-6-methylpyridin-2-amine C(C1=CC=CC=C1)OCCCCCCCCCCCCCCCCCCCCC(CNC1=NC(=CC=C1)C)(C)C